5-[(1R,4R)-2-oxa-5-azabicyclo[2.2.1]Hept-5-yl]Pyrazolo[1,5-a]Pyrimidine-3-carboxylic acid [C@H]12OC[C@H](N(C1)C1=NC=3N(C=C1)N=CC3C(=O)O)C2